(N-(4-amino-5-benzoyl-thiazol-2-yl)-4-methoxy-2-methyl-anilino)propanamide NC=1N=C(SC1C(C1=CC=CC=C1)=O)N(C1=C(C=C(C=C1)OC)C)C(C(=O)N)C